FC=1C=C(C2=C(CCO2)C1)C(CC(CNC1=C2C=CC(NC2=CC=C1)=O)(C(F)(F)F)O)(C)C 5-[4-(2,3-Dihydro-5-fluoro-7-benzofuranyl)-2-hydroxy-4-methyl-2-trifluoromethyl-pentylamino]quinolin-2[1H]-one